2-phenyl-2-(5-((tosyloxy)imino)thiophen-2-ylidene)acetonitrile C1(=CC=CC=C1)C(C#N)=C1SC(C=C1)=NOS(=O)(=O)C1=CC=C(C)C=C1